FC1([C@@H]([C@H](CCC1)OC1[C@@H]2CN(C[C@H]12)C(C)C)N)F (1R,6S)-2,2-difluoro-6-{[(1R,5S,6S)-3-(propan-2-yl)-3-azabicyclo[3.1.0]hexan-6-yl]oxy}cyclohexan-1-amine